(4-{2-[5-chloro-4-(trifluoromethyl)-2-pyridyl]ethyl}-3,5-xylyl)methanol ClC=1C(=CC(=NC1)CCC1=C(C=C(C=C1C)CO)C)C(F)(F)F